2-amino-5-chloro-N-(2-chloro-4-nitrophenyl)benzamide NC1=C(C(=O)NC2=C(C=C(C=C2)[N+](=O)[O-])Cl)C=C(C=C1)Cl